2-[3-[3-[2-[[(3S)-3-methyl-1-piperidinyl]methyl]-7-oxo-1-(p-tolylsulfonyl)-4-(trifluoromethyl)pyrrolo[2,3-c]pyridin-6-yl]phenyl]-3-(4-methyl-1,2,4-triazol-3-yl)cyclobutyl]acetonitrile C[C@@H]1CN(CCC1)CC1=CC2=C(C(N(C=C2C(F)(F)F)C=2C=C(C=CC2)C2(CC(C2)CC#N)C2=NN=CN2C)=O)N1S(=O)(=O)C1=CC=C(C=C1)C